CC1(OC2=C(CN1)C=CC=C2)C 2,2-dimethyl-2,3-dihydro-4H-benzo[1,3]oxazine